2-(4-(5-Chloro-2-(1H-tetrazol-1-yl)phenyl)-2,5-dioxapiperazin-1-yl)-3-(4-fluorophenyl)propionic acid ClC=1C=CC(=C(C1)N1CON(CO1)C(C(=O)O)CC1=CC=C(C=C1)F)N1N=NN=C1